FC1=C(C(=CC2=CN(N=C12)C)C1=CC=C2C=C(C=NC2=N1)N1C[C@H](N([C@H](C1)C)C(=O)OC(C)(C)C)C)OCOC tert-butyl (2R,6S)-4-{7-[7-fluoro-6-(methoxymethoxy)-2-methylindazol-5-yl]-1,8-naphthyridin-3-yl}-2,6-dimethylpiperazine-1-carboxylate